ClC1=NN=C2N1C1=CC=CC=C1C(=N2)N(C)C=2C=C(C(=CC2)F)C2=CC=C(C=C2)C2CC2 chloro-N-(4'-cyclopropyl-6-fluoro-[1,1'-biphenyl]-3-yl)-N-methyl-[1,2,4]triazolo[4,3-a]quinazolin-5-amine